N-(4-cyano-2,5-difluorophenyl)-4-[[3-(difluoromethoxy)phenyl]methyl]-1H-pyrrole-3-sulfonamide C(#N)C1=CC(=C(C=C1F)NS(=O)(=O)C1=CNC=C1CC1=CC(=CC=C1)OC(F)F)F